C(CCCCCCC\C=C/CCCCCCCC)(=O)OCCOCCOC(CCCCCCC\C=C/CCCCCCCC)=O Diethylene glycol dioleate